3-bromo-1-(4-chlorophenyl)-2,2-difluoro-but-3-en-1-yl cyclohexyl sulfide C1(CCCCC1)SC(C(C(=C)Br)(F)F)C1=CC=C(C=C1)Cl